C(CCCCCCCCCCCCCCC)C(C)N(C)C hexadecyl-N,N-dimethylethylamine